2'-O-methyl-5-(1-propynyl)cytidine CO[C@H]1[C@@H](O[C@@H]([C@H]1O)CO)N1C(=O)N=C(N)C(=C1)C#CC